C(OC1=CC2=C([C@H]3CC[C@H](CN3CC2)CC(C)C)C=C1OC([2H])([2H])[2H])([2H])([2H])[2H] (3S,11bR)-1,3,4,6,7,11b-hexahydro-9,10-di(methoxy-d3)-3-(2-methylpropyl)-2H-benzo[a]quinolizin